F[Sb-](F)(F)(F)(F)F.C(C)(C)(C1=CC=CC=C1)[C-]1C=CC=C1.[CH-]1C=CC=C1.[Fe+2] cumyl-ferrocene hexafluoroantimonate